C(C)OCC=1NC2=C(C=NC=3C=CC=C(C23)OCCC(C)C)N1 2-(ethoxymethyl)-9-isopentyloxy-1H-imidazo[4,5-c]quinoline